[C@@H]1([C@@H](CC1)C(=O)O)C(=O)O (1R,2R)-cyclobutane-1,2-dicarboxylic acid